O=C1NC(CCC1N1C(C2=CC=C(C=C2C1=O)OCCOCCOC1=CC=C(C=C1)\C(=C(\CC)/C1=CC=CC=C1)\C1=CC=C(C=C1)O)=O)=O (Z)-2-(2,6-dioxopiperidin-3-yl)-5-(2-(2-(4-(1-(4-hydroxyphenyl)-2-phenylbut-1-en-1-yl)phenoxy)ethoxy)ethoxy)isoindoline-1,3-dione